di-(2,4-di-tert.butylphenyl)pentaerythritol diphosphite OP(O)OP(O)O.C(C)(C)(C)C1=C(C=CC(=C1)C(C)(C)C)C(O)(C(CO)(CO)CO)C1=C(C=C(C=C1)C(C)(C)C)C(C)(C)C